2-(2-chloro-5-((8-(1-ethyl-3-(trifluoromethyl)-1H-pyrazol-4-yl)-6-((2-imino-3-methyl-2,3-dihydro-1H-imidazol-1-yl)methyl)-4-oxochroman-3-yl)methyl)phenoxy)acetic acid ClC1=C(OCC(=O)O)C=C(C=C1)CC1COC2=C(C=C(C=C2C1=O)CN1C(N(C=C1)C)=N)C=1C(=NN(C1)CC)C(F)(F)F